C(#N)C1=C(C=C(C=C1)N1CC(CC1=O)NC(OC(C)(C)C)=O)C(F)(F)F tert-butyl (1-(4-cyano-3-(trifluoromethyl)phenyl)-5-oxopyrrolidin-3-yl)carbamate